ClC=1C(=CC(=NC1)OC)C1=CC(=NN1)C(=O)N1[C@@H]2C[C@@]2(CC1)C(=O)NCC1=CC(=CC=C1)Cl |o1:17,19| rel-(1r,5r)-2-[5-(5-chloro-2-methoxypyridin-4-yl)-1H-pyrazole-3-carbonyl]-N-[(3-chlorophenyl)methyl]-2-azabicyclo[3.1.0]hexane-5-carboxamide